N1N=NC=CC=CC=CC=CC=CC=CC=CC=CC=C1 triazacyclohenicosine